Cerotyl linoleate C(CCCCCCC\C=C/C\C=C/CCCCC)(=O)OCCCCCCCCCCCCCCCCCCCCCCCCCC